ClC=1C(=C(C(=CC1)N1N=NN=C1)C1=CC(N2[C@@H](CC[C@@H]2C1)C=1NC(=CN1)C1=C(C(=NC=C1)CO)F)=O)F (3S,8aR)-7-(3-chloro-2-fluoro-6-(1H-tetrazol-1-yl)phenyl)-3-(5-(3-fluoro-2-(hydroxymethyl)pyridin-4-yl)-1H-imidazol-2-yl)-2,3,8,8a-tetrahydroindolizin-5(1H)-one